ClCCCOC1=CC=C(C=C1)C1=NC2=CC(=CC=C2C=C1O)Cl (4-(3-chloropropoxy)phenyl)-3-hydroxy-7-chloroquinoline